CC=1C=C(C=CC1)C=1N=NN(C1)S(=O)(=O)C 4-(3-methylphenyl)-1-(methylsulfonyl)-1H-1,2,3-triazole